1-(4-bromophenyl)-9H-pyrido[3,4-b]indole-3-carboxylic acid BrC1=CC=C(C=C1)C1=NC(=CC2=C1NC1=CC=CC=C21)C(=O)O